FC=1C=2N(C=C(C1)NC(=O)C=1C=CC(=C3N=CC=NC13)N1CCN(CC1)C(=O)OC(C)(C)C)C=C(N2)C tert-butyl 4-[8-([8-fluoro-2-methylimidazo[1,2-a]pyridin-6-yl]carbamoyl)quinoxalin-5-yl]piperazine-1-carboxylate